C(#N)\N=C(/N)\C1=CC=C2C=C(N(C2=C1)CC1=CC(=CC2=CC=CC=C12)OC1=NC=CC=N1)C(=O)OCC ethyl (Z)-6-(N'-cyanocarbamimidoyl)-1-((3-(pyrimidin-2-yloxy)naphthalen-1-yl)methyl)-1H-indole-2-carboxylate